N[C@H](C(=O)N1[C@@H]([C@H]2C([C@H]2C1)(C)C)C(=O)[O-])C1CCCC1 (1R,2S,5S)-3-((S)-2-amino-2-cyclopentylacetyl)-6,6-dimethyl-3-azabicyclo[3.1.0]hexane-2-carboxylate